N1(CCCC2=NC=CC=C12)C1=NNC2=NC(=CN=C21)N2CCC1(CC2)[C@H]([C@@H]2C[C@@H]2C1)N (1R,2S,5R)-1'-(3-(3,4-dihydro-1,5-naphthyridin-1(2H)-yl)-1H-pyrazolo[3,4-b]pyrazin-6-yl)spiro[bicyclo[3.1.0]hexane-3,4'-piperidin]-2-amine